2-(4-methoxyphenyl)-5-phenylthiazole COC1=CC=C(C=C1)C=1SC(=CN1)C1=CC=CC=C1